trans-octahydro-2H-pyrrolo[3,4-c]pyridine-2-carboxylic acid tert-butyl ester C(C)(C)(C)OC(=O)N1C[C@H]2CNCC[C@@H]2C1